ClC1=C2N=C(C=NC2=CC=C1OC=1C=CC2=C(N(C(=N2)C)COCC[Si](C)(C)C)C1F)C=1C=NN(C1)CC1CC(C1)(OC)OC 2-[[6-[5-chloro-3-[1-[(3,3-dimethoxycyclobutyl)methyl]pyrazol-4-yl]quinoxalin-6-yl]oxy-7-fluoro-2-methyl-benzimidazol-1-yl]methoxy]ethyl-trimethyl-silane